O=C1N(CC2=CC=CC=C12)CC(=O)N1CCC(CC1)C(=O)O 1-[2-(1-oxoisoindolin-2-yl)acetyl]Piperidine-4-carboxylic acid